7-(2-methyl-5-((3,4,6,7-tetrahydro-5H-imidazo[4,5-c]pyridin-5-yl)sulfonyl)phenyl)imidazo[2,1-f][1,2,4]triazin-4-amine CC1=C(C=C(C=C1)S(=O)(=O)N1CC2=C(CC1)N=CN2)C2=CN=C1C(=NC=NN12)N